5-Methoxy-2-methyl-N-(1-(naphthalen-1-yl)ethyl)benzamide COC=1C=CC(=C(C(=O)NC(C)C2=CC=CC3=CC=CC=C23)C1)C